O-benzyl-N-(benzyloxycarbonyl)serine C(C1=CC=CC=C1)OC[C@H](NC(=O)OCC1=CC=CC=C1)C(=O)O